ClC1=NC=CC(=C1)C(C)N(C(=O)N[C@H](C(F)(F)F)CCC(F)(F)F)CC 1-(1-(2-chloropyridin-4-yl)ethyl)-1-ethyl-3-((S)-1,1,1,5,5,5-hexafluoropentan-2-yl)urea